3-[(4-methoxybenzyl)sulfanyl]-5-propyl-[1,2,4]triazolo[4,3-a]pyrimidin-7(8H)-one COC1=CC=C(CSC2=NN=C3N2C(=CC(N3)=O)CCC)C=C1